N-tetradecyl-3-(4-hydroxybenzyloxy)-pyridin-4-one C(CCCCCCCCCCCCC)N1C=C(C(C=C1)=O)OCC1=CC=C(C=C1)O